C(C)(C)(C)OC(=O)N1C[C@H](CC1)[C@@H](C(=O)OC(C)(C)C)CC1=CC(=CC=C1)NC1=NC=C2N1C=CC=C2 (3R)-3-[(1S)-2-tert-butoxy-1-[[3-(imidazo[1,5-a]pyridin-3-ylamino)phenyl]methyl]-2-oxoethyl]pyrrolidine-1-carboxylic acid tert-butyl ester